FC=1C(=NC=C(C1)N1CCNCC1)N1C(N(C=2C=NC=3C=C(C(=CC3C21)C=2C=NN(C2)C)OC)C)=O 1-(3-Fluoro-5-piperazin-1-yl-pyridin-2-yl)-7-methoxy-3-methyl-8-(1-methyl-1H-pyrazol-4-yl)-1,3-dihydroimidazo[4,5-c]quinolin-2-one